3,5-dihydroxyazidobenzene OC=1C=C(C=C(C1)O)N=[N+]=[N-]